N-(4-(methyl-d3)phenyl)naphthalen-2-amine C(C1=CC=C(C=C1)NC1=CC2=CC=CC=C2C=C1)([2H])([2H])[2H]